BrC=1C(=NC(=NC1)NC1=C(C=C(C(=C1)C=1C=NN(C1)C)N1CCC(CC1)N1CCNCC1)OC1CCC1)NC=1C(=C2N=CC=NC2=CC1)P(C)(C)=O (6-((5-bromo-2-((2-cyclobutoxy-5-(1-methyl-1H-pyrazol-4-yl)-4-(4-(piperazin-1-yl)piperidin-1-yl)phenyl)amino)pyrimidin-4-yl)amino)quinoxalin-5-yl)dimethylphosphine oxide